N,N-dimethyl-2-(4-(1-methyl-6-oxo-4-phenyl-1,6-dihydropyridin-3-yl)-1H-pyrazol-1-yl)acetamide CN(C(CN1N=CC(=C1)C1=CN(C(C=C1C1=CC=CC=C1)=O)C)=O)C